C(C1=CC=CC=C1)OCCCCCCCCCCCN1N=CC(=C1)C(=O)O 1-(11-(Benzyloxy)undecyl)-1H-pyrazole-4-carboxylic acid